CC1=C(OC=2CCC3=CN(N=C3C21)CC=2C=NC=CC2)C(=O)NC[C@H]2OCCC2 8-methyl-2-(pyridin-3-ylmethyl)-N-[(2S)-tetrahydrofuran-2-ylmethyl]-4,5-dihydro-2H-furo[2,3-g]indazole-7-carboxamide